BrC1=CN=C2C(=CC=NC2=C1)OC1=C(C=C(N)C=C1)F 4-((7-bromo-1,5-naphthyridin-4-yl)oxy)-3-fluoroaniline